5-methyl-3-(2-methyl-4-(trifluoromethyl)phenoxy)-6-(trifluoromethyl)pyridazine-4-carboxylic acid CC=1C(=C(N=NC1C(F)(F)F)OC1=C(C=C(C=C1)C(F)(F)F)C)C(=O)O